BrC=1C=C(CN2N=C(N=C2N)NC2=NC=CC=C2)C=CC1 1-(3-bromobenzyl)-N3-(pyridin-2-yl)-1H-1,2,4-triazole-3,5-diamine